C1NCC12OC[C@H](C2)N2CCC(CC2)C2=C(OCC(C)(O)C)C=CC=C2 (S)-1-(2-(1-(5-oxa-2-azaspiro[3.4]oct-7-yl)piperidin-4-yl)phenoxy)-2-methylpropan-2-ol